NC1=NC=C(C=C1NC1CCN(CC1)C(=O)OC(C)(C)C)Br tert-Butyl 4-[(2-amino-5-bromo-3-pyridyl)amino]piperidine-1-carboxylate